OCC1=C(C=CC=C1)C1(C2=CC=CC=C2C=2C=CC=CC12)O 9-[2-(hydroxymethyl)phenyl]-9-fluorenol